BrC1=CC2=C(N=C(N=C2O)C)N(C1=O)C 6-bromo-4-hydroxy-2,8-dimethyl-7H,8H-pyrido[2,3-d]pyrimidin-7-one